phenyl-tri(trimethylsiloxy)silane C1(=CC=CC=C1)[Si](O[Si](C)(C)C)(O[Si](C)(C)C)O[Si](C)(C)C